6-(2,7-dibromo-9-(6-((4-vinylbenzyl)oxy)naphthalen-2-yl)-9H-fluoren-9-yl)naphthalen-2-ol BrC1=CC=2C(C3=CC(=CC=C3C2C=C1)Br)(C1=CC2=CC=C(C=C2C=C1)OCC1=CC=C(C=C1)C=C)C=1C=C2C=CC(=CC2=CC1)O